F[C@@H]1C[C@@]2(CCCN2C1)COC1=NC2=CC(=NC=C2C=C1CC#N)C1=CC=CC=2CCCCC12 (((2R,7aS)-2-fluorotetrahydro-1H-pyrrolizin-7a(5H)-yl)methoxy)-7-(5,6,7,8-tetrahydronaphthalen-1-yl)-1,6-naphthyridine-3-acetonitrile